N-(2-aminophenyl)-4-oxo-3-[2-(trifluoromethoxy)ethyl]imidazo[5,1-d][1,2,3,5]tetrazine-8-carboxamide NC1=C(C=CC=C1)NC(=O)C=1N=CN2C1N=NN(C2=O)CCOC(F)(F)F